FC(C1=CC=C(C=C1)C1=CC=CC(=N1)CSCC1CN(CC12CN(C2)C(=O)[O-])C(=O)[O-])(F)F 8-((((6-(4-(trifluoromethyl)phenyl)pyridin-2-yl)methyl)thio) methyl)-2,6-diazaspiro[3.4]octane-2,6-dicarboxylate